CC1(OC1C\C=C(\C=C)/C)C 2,2-dimethyl-3-[(2E)-3-methyl-2,4-pentadiene-1-yl]oxirane